(E)-4-methyl-N-phenyl-N'-((4-(trifluoromethyl)benzoyl)oxy)benzimidamide CC1=CC=C(/C(/NC2=CC=CC=C2)=N\OC(C2=CC=C(C=C2)C(F)(F)F)=O)C=C1